ClC1=CC=C(C=C1)[C@]1(CC[C@H]2N(CCN(C2)C(=O)C2=C(C(=CC=C2)N2CCOCC2)F)C1)O [(7S,9aR)-7-(4-chlorophenyl)-7-hydroxy-3,4,6,8,9,9a-hexahydro-1H-pyrido[1,2-a]pyrazin-2-yl]-(2-fluoro-3-morpholin-4-ylphenyl)methanone